(3R,7S)-9-((R*)-1-(6-Chloropyridin-3-yl)ethyl)-2-(3,4-dichlorobenzoyl)-N,3-dimethyl-10-oxo-1,2,3,4,7,8,9,10-octahydropyrido[4',3':3,4]pyrazolo[1,5-a]pyrazine-7-carboxamide ClC1=CC=C(C=N1)[C@@H](C)N1C(C=2N([C@@H](C1)C(=O)NC)N=C1C2CN([C@@H](C1)C)C(C1=CC(=C(C=C1)Cl)Cl)=O)=O |o1:7|